FC1CN(C1)CC(C(=O)N[C@H]1CN(CCC1)CC1=CC(=NC=C1)C(=O)NC1=CC=C(C=C1)C1=CC2=C(N=CN=C2N2CCOCC2)N1)=C (R)-4-((3-(2-((3-fluoroazetidin-1-yl)methyl)acrylamido)piperidin-1-yl)methyl)-N-(4-(4-morpholino-7H-pyrrolo[2,3-d]pyrimidin-6-yl)phenyl)picolinamide